fluoroethyl-phosphate FCCOP(=O)([O-])[O-]